(R)-7-chloro-3,3-dimethyl-5-(4-methyl-6-oxo-1,4,5,6-tetrahydropyridazin-3-yl)indolin-2-one ClC=1C=C(C=C2C(C(NC12)=O)(C)C)C1=NNC(C[C@H]1C)=O